FC(OC1=CC=C(C=C1)NN=C(C#N)C#N)(F)F carbonyl cyanide 4-(trifluoromethoxy)-phenylhydrazone